monosodium trisodium pyrophosphate [O-]P([O-])(=O)OP(=O)([O-])[O-].[Na+].[Na+].[Na+].[Na+]